trans-3-(aminomethyl)-7-[4-(6-chloro-4-cyclopropylsulfonyl-2-pyridyl)piperazin-1-yl]sulfonyl-3a,4-dihydro-3H-oxazolo[4,3-c][1,4]benzoxazin-1-one NC[C@@H]1OC(N2[C@@H]1COC1=C2C=CC(=C1)S(=O)(=O)N1CCN(CC1)C1=NC(=CC(=C1)S(=O)(=O)C1CC1)Cl)=O